CNC1=NC=CC=C1 2-(methylamino)pyridine